4,4'-bipyridine-ethanol N1=C(C=C(C=C1)C1=CC=NC=C1)CCO